CC(C)OC1=CC=C(C=C1)C1=C(C=CC=C1)NC1=CC=C(C=C1)C1=NN=C(S1)N 5-[4-({2-[4-(propan-2-yloxy)phenyl]phenyl}amino)phenyl]-1,3,4-thiadiazol-2-amine